methyl 4-(4-((4'-chloro-5,5-dimethyl-3,4,5,6-tetrahydro-[1,1'-biphenyl]-2-yl)methyl)piperazin-1-yl)-2-(2-(hydroxymethyl)phenoxy)benzoate ClC1=CC=C(C=C1)C1=C(CCC(C1)(C)C)CN1CCN(CC1)C1=CC(=C(C(=O)OC)C=C1)OC1=C(C=CC=C1)CO